C1(=CC=CC=C1)P(CCP(C1=CC=CC=C1)C1=CC=CC=C1)C1=CC=CC=C1 1,2-bis-Diphenylphosphinoethane